ClC=1C(=C(CN2[C@@H](C[C@@](CC2)(C(=O)O)CC2=NC(=CC(=C2F)C2(CC2)F)NC2=NNC(=C2)C)C)C=CC1)F (2R,4R)-1-(3-chloro-2-fluorobenzyl)-4-((3-fluoro-4-(1-fluorocyclopropyl)-6-((5-methyl-1H-pyrazol-3-yl)amino)pyridin-2-yl)methyl)-2-methylpiperidine-4-carboxylic acid